phenyl-hydrazine C1(=CC=CC=C1)NN